3-(4-((1S,3s)-3-(((1-(((1r,4R)-4-(4-amino-3-(difluoromethyl)-1H-Pyrazol-1-yl)cyclohexyl)methyl)piperidin-4-yl)oxy)methyl)cyclobutoxy)-3-methyl-1H-indazol-1-yl)piperidine NC=1C(=NN(C1)C1CCC(CC1)CN1CCC(CC1)OCC1CC(C1)OC1=C2C(=NN(C2=CC=C1)C1CNCCC1)C)C(F)F